C(CCCCCCCCC\C=C\C=C)O (11E)-11,13-tetradecadiene-1-ol